CC1OC(C(O1)CO)(CO)C 2,5-dimethyl-1,3-dioxolane-4,5-dimethanol